octahydro-8,8-dimethylnaphthalene-2-carbaldehyde CC1(CCCC2CCC(CC12)C=O)C